BrC1=CC(=C2C(CCC(C2=C1F)=O)C)Cl 7-bromo-5-chloro-8-fluoro-4-methyl-3,4-dihydronaphthalen-1(2H)-one